3-(methylsulfonyl)prop-1-ene CS(=O)(=O)CC=C